(R)-1-(7-(4-Fluorobenzoyl)-8-methyl-3-(3-methyl-1,2,4-thiadiazol-5-yl)-5,6,7,8-Tetrahydroimidazo[1,5-a]pyrazin-1-yl)pyrrolidine-2,4-dione FC1=CC=C(C(=O)N2[C@@H](C=3N(CC2)C(=NC3N3C(CC(C3)=O)=O)C3=NC(=NS3)C)C)C=C1